ClC=1C=C(C(=O)NC2CCC(CC2)OCCOC)C=C(N1)C(F)(F)F 2-chloro-N-((1r,4r)-4-(2-methoxyethoxy)cyclohexyl)-6-(trifluoromethyl)isonicotinamide